N1C(=NC2=C1C=CC=C2)C2=CC(=NN2C)NC(=O)C=2C=NC(=CC2)N2CC(OC(C2)C)CO N-[5-(1H-benzimidazol-2-yl)-1-methyl-pyrazol-3-yl]-6-[2-(hydroxymethyl)-6-methyl-morpholin-4-yl]pyridine-3-carboxamide